Cl.FC(C1=C(CN)C(=CC=C1OC)F)F 2-Difluoromethyl-6-fluoro-3-methoxy-benzylamine Hydrochloride